BrC1=C(C(=CC=C1)F)CCl 1-bromo-2-(chloromethyl)-3-fluorobenzene